tert-Butyl (R)-3-(acetoxymethyl)-4-(3-bromo-4-methyl-5-(trifluoromethyl)pyridin-2-yl)piperazine-1-carboxylate Acetate C(C)(=O)O.C(C)(=O)OC[C@H]1CN(CCN1C1=NC=C(C(=C1Br)C)C(F)(F)F)C(=O)OC(C)(C)C